3,3-dimethyl-1-((1s,3s)-3-methyl-3-(piperidin-1-yl)cyclobutyl)-2,3-dihydro-1H-pyrrolo[3,2-b]pyridine CC1(CN(C=2C1=NC=CC2)C2CC(C2)(N2CCCCC2)C)C